C(=O)C1=C(SC=C1)B(O)O formylthiophene-2-boronic acid